1,11-Bis(2-pyridyl)-3,6,9-trithiaundecan N1=C(C=CC=C1)CCSCCSCCSCCC1=NC=CC=C1